CC1(OB(OC1(C)C)C=1CCN(CC1)C(=O)OC(C)(C)C)C tert-butyl 4-(4,5,5-trimethyl-4-methyl-1,3,2-dioxaborolan-2-yl)-3,6-dihydro-2H-pyridine-1-carboxylate